NCC1N(CCC2=CC=CC=C12)C(=O)OC(C)(C)C 1,1-Dimethylethyl 1-(aminomethyl)-3,4-dihydro-2(1H)-isoquinolinecarboxylate